(Z)-3-(5-(4-((5-((4-(1-(4-hydroxyphenyl)-2-phenylbut-1-en-1-yl)phenoxy)methyl)pyridin-2-yl)methyl)piperazin-1-yl)-1-oxoisoindolin-2-yl)piperidine-2,6-dione OC1=CC=C(C=C1)/C(=C(\CC)/C1=CC=CC=C1)/C1=CC=C(OCC=2C=CC(=NC2)CN2CCN(CC2)C=2C=C3CN(C(C3=CC2)=O)C2C(NC(CC2)=O)=O)C=C1